(2S,3S,5S)-2-amino-l-1,11-difluorooctadecane-3,5-diol N[C@H](CF)[C@H](C[C@H](CCCCCC(CCCCCCC)F)O)O